FCC(CCCC1=CC=C(C=C1)F)=O 1-fluoro-5-(4-fluorophenyl)pentan-2-one